(R)-1-(3-Fluorophenyl)-2-((3-((1s,4R)-4-methoxycyclohexyl)propyl)amino)-ethan-1-ol FC=1C=C(C=CC1)[C@H](CNCCCC1CCC(CC1)OC)O